C1(CC1)C=1C=NC(=NC1)N (5-cyclopropyl-pyrimidin-2-yl)-amine